CC1=CCOC2=C1C=C(C=C2)C 4,6-dimethyl-2H-1-benzopyran